BrC1=CC=C(C=C1)C(CCC(=O)OCC)(F)F ethyl 4-(4-bromo-phenyl)-4,4-difluoro-butyrate